methyl (R or S)-2-(4-bromo-2-(3-(3-fluoro-4-methylphenyl)-3-(1,2,4-thiadiazol-5-yl)pyrrolidine-1-carboxamido)phenyl)acetate BrC1=CC(=C(C=C1)CC(=O)OC)NC(=O)N1C[C@](CC1)(C1=NC=NS1)C1=CC(=C(C=C1)C)F |o1:17|